3-chloro-5-((1-((5-methoxy-1-(4-methoxybenzyl)-6-oxo-1,6-dihydropyridazin-3-yl)methyl)-6-oxo-4-(trifluoromethyl)-1,6-dihydropyrimidin-5-yl)oxy)benzonitrile ClC=1C=C(C#N)C=C(C1)OC1=C(N=CN(C1=O)CC1=NN(C(C(=C1)OC)=O)CC1=CC=C(C=C1)OC)C(F)(F)F